FC=1C=C(C(=O)O)C=C(C1)F 3,5-Difluorobenzoic acid